(S)-2-((R)-2,2-dimethyltetrahydro-2H-pyran-4-carboxamido)-9-(5,6,7,8-tetrahydro-1,8-naphthyridin-2-yl)nonanoic acid CC1(OCC[C@H](C1)C(=O)N[C@H](C(=O)O)CCCCCCCC1=NC=2NCCCC2C=C1)C